C(C)(C)(C)N1N=CC(=C1)C=1C=CC=C2C(=C(N(C12)C)C)C(=O)NC1=NC(=CC=C1)C1=NN=CN1C(C)C 7-(1-(tert-butyl)-1H-pyrazol-4-yl)-N-(6-(4-isopropyl-4H-1,2,4-triazol-3-yl)pyridin-2-yl)-1,2-dimethyl-1H-indole-3-carboxamide